2-(6,6-difluoro-5-(naphthalen-2-yl)hex-5-en-1-yl)thiophene 3-((3-acrylamidopropyl)dimethylammonio)propanoate C(C=C)(=O)NCCC[N+](CCC(=O)[O-])(C)C.FC(=C(CCCCC=1SC=CC1)C1=CC2=CC=CC=C2C=C1)F